FC1=NC(=CC=C1[N+](=O)[O-])F 2,6-difluoro-3-nitropyridine